FC(OCCC1(COC1)NC(=O)C=1C=NN2C1CN(CC2)C(=O)C=2NC1=CC=CC=C1C2)F N-{3-[2-(difluoromethoxy)ethyl]oxetan-3-yl}-5-(1H-indole-2-carbonyl)-4H,5H,6H,7H-pyrazolo[1,5-a]pyrazine-3-carboxamide